C(C)(C)(C)NC1=NC(=NC(=C1)Cl)C(F)F N-(tert-butyl)-6-chloro-2-(difluoromethyl)pyrimidin-4-amine